(3R,4S)-3-Cyclopropyl-1-(3-fluoro-6-(1-((3-methyloxetan-3-yl)methyl)-1H-pyrazol-4-yl)pyrazolo[1,5-a]pyrazin-4-yl)-4-methyl-2-oxopyrrolidine-3-carbonitrile C1(CC1)[C@]1(C(N(C[C@H]1C)C=1C=2N(C=C(N1)C=1C=NN(C1)CC1(COC1)C)N=CC2F)=O)C#N